tert-butyl 3-(4-ethoxy-5-fluoropyridin-3-yl)azetidine-1-carboxylate C(C)OC1=C(C=NC=C1F)C1CN(C1)C(=O)OC(C)(C)C